ClC1=CC=C(C=C1)NC(NCCC1=CC=C(C=C1)C)=O 3-(4-Chlorophenyl)1-[2-(4-methylphenyl)ethyl]urea